CN1N=C(C=CC1=O)C1=NNC2=CC=C(C=C12)OC1(CC1)C 2-methyl-6-(5-(1-methylcyclopropoxy)-1H-indazol-3-yl)pyridazin-3(2H)-one